(R)-N-(3-(1-((2-amino-5-chloropyridin-3-yl)oxy)ethyl)-phenyl)-3-(methylsulfonyl)-4-(trifluoromethyl)benzamide NC1=NC=C(C=C1O[C@H](C)C=1C=C(C=CC1)NC(C1=CC(=C(C=C1)C(F)(F)F)S(=O)(=O)C)=O)Cl